O=C1NC(CCC1C1=CC=C(C=C1)C1CCN(CC1)C1CCN(CC1)C1CCN(CC1)CCC=1C=C2C(N(C(C2=CC1)=O)[C@H](CS(=O)(=O)C)C1=CC(=C(C=C1)OC)OCC)=O)=O 5-(2-(4-(4-(2,6-Dioxopiperidin-3-yl)phenyl)-[1,4':1',4''-terpiperidin]-1''-yl)ethyl)-2-((S)-1-(3-ethoxy-4-methoxyphenyl)-2-(methylsulfonyl)ethyl)isoindoline-1,3-dione